(R)-6,6-dimethyl-N-(((R)-3-methyl-1,2,3,5,6,7-hexahydro-s-indacen-4-yl)carbamoyl)-6,7-dihydro-5H-pyrazolo[5,1-b][1,3]oxazine-3-sulfonimidamide CC1(CN2C(OC1)=C(C=N2)[S@](=O)(NC(NC2=C1[C@@H](CCC1=CC=1CCCC21)C)=O)=N)C